2-methylpropan-2-yl(hexahydropyridin-4-ylamino)methanoate CC(C)(C)OC(=O)NC1CCNCC1